The molecule is an ultra-long-chain primary fatty alcohol that is triacontan-1-ol substituted by a methyl group at position 28. It derives from a triacontan-1-ol. CCC(C)CCCCCCCCCCCCCCCCCCCCCCCCCCCO